CC1=C(C[C@@H](N)C(=O)O)C(=CC(=C1)C)C D-2,4,6-trimethylphenylalanine